C(#N)CC1(CCN(CC1)CC1=CC=C(C=C1)C1=CC(=CC=C1)CO)N1N=C(C(=C1)C(=O)N)NC(=O)C1CC1 1-[4-(cyanomethyl)-1-[[4-[3-(hydroxymethyl)phenyl]phenyl]methyl]-4-piperidyl]-3-(cyclopropanecarbonylamino)pyrazole-4-carboxamide